hexyl 2-hydroxybenzoate Hexyl-Salicylate C(CCCCC)OC=1C(C(=O)O)=CC=CC1.OC1=C(C(=O)OCCCCCC)C=CC=C1